5-((1R,2R)-2-(benzylamino)cyclobutoxy)isobenzofuran-1(3H)-one C(C1=CC=CC=C1)N[C@H]1[C@@H](CC1)OC=1C=C2COC(C2=CC1)=O